C1=CN=CC2=C1N1C(=COC2)C=C1 5H-azeto[2,1-c]pyrido[4,3-e][1,4]oxazepine